4-[3-[5-bromo-2-(8-chloro-4-oxo-chromen-2-yl)phenoxy]propyl]morpholine-2-carboxylic acid BrC=1C=CC(=C(OCCCN2CC(OCC2)C(=O)O)C1)C=1OC2=C(C=CC=C2C(C1)=O)Cl